N-(4-bromo-3-(2-(dimethylamino)ethoxy)phenyl)-6-(2-methoxy-4-(5-methyl-1,2,4-oxadiazol-3-yl)phenyl)nicotinamide methyl-(2R,3S)-2-amino-3-hydroxy-3-phenyl-propanoate COC([C@@H]([C@H](C1=CC=CC=C1)O)N)=O.BrC1=C(C=C(C=C1)NC(C1=CN=C(C=C1)C1=C(C=C(C=C1)C1=NOC(=N1)C)OC)=O)OCCN(C)C